C(OC)(OCC(C(F)F)(F)F)=O methyl (2,2,3,3-tetrafluoropropyl) carbonate